1-Boc-4-(3-bromopropyl)piperazine tert-butyl-(3-chloro-4-((6-chloro-5-((2-(trimethylsilyl)ethoxy)methyl)-5H-pyrrolo[2,3-b]pyrazin-2-yl)thio)pyridin-2-yl)carbamate C(C)(C)(C)N(C(O)=O)C1=NC=CC(=C1Cl)SC=1N=C2C(=NC1)N(C(=C2)Cl)COCC[Si](C)(C)C.C(=O)(OC(C)(C)C)N2CCN(CC2)CCCBr